F[C@H]1C[C@@H](N(C1)C=1C=CC=2N(N1)C(=CN2)C(=O)NC2CCN(CC2)CC2=CC(=C(C=C2)F)O)C2=CC(=CC(=C2)SC)F 6-[(2R,4S)-4-fluoro-2-[3-fluoro-5-(methylsulfanyl)phenyl]pyrrolidin-1-yl]-N-{1-[(4-fluoro-3-hydroxyphenyl)methyl]piperidin-4-yl}imidazo[1,2-b]pyridazine-3-carboxamide